C(CCCCCCC)OC=CCCCCCCCCCCC 1-(octyloxy)tridec-1-ene